tert-butyl (1R,5S)-3-(4-bromo-7-chloro-2-methyl-2H-pyrazolo[4,3-f]quinazolin-9-yl)-3,8-diazabicyclo[3.2.1]octane-8-carboxylate BrC=1C=2C(C=3C(=NC(=NC3C1)Cl)N1C[C@H]3CC[C@@H](C1)N3C(=O)OC(C)(C)C)=CN(N2)C